2-thienylphosphine S1C(=CC=C1)P